ClC1=CC2=C(N(C(N=C2N2[C@H](CN(CC2)C(C=C)=O)C)=O)C2=C(C#N)C=CC=C2)N=C1C1=C(C=CC=C1O)F 2-(6-chloro-7-(2-fluoro-6-hydroxyphenyl)-4-((2S)-2-methyl-4-(2-propenoyl)-1-piperazinyl)-2-oxopyrido[2,3-d]pyrimidin-1(2H)-yl)benzonitrile